CC(CO)(C)OCC1=CC=CC=C1 2-methyl-2-(phenylmethoxy)-1-propanol